N6-aminoazaadenosine NNC=1C=2N=CN(N3[C@H](O)[C@H](O)[C@@H](CO)O3)C2N=CN1